C(C1=CC=CC=C1)OC(=O)NC(=N)C=1C=C(SC1)CNC(=O)[C@H]1N(C[C@@]2(CC2(F)F)C1)C(=O)OC(C)(C)C tert-butyl (3S,6S)-6-(((4-(N-((benzyloxy)carbonyl)carbamimidoyl)thiophen-2-yl)methyl)carbamoyl)-1,1-difluoro-5-azaspiro[2.4]heptane-5-carboxylate